5-(3-(7-chloro-5-(trifluoromethyl)-2,3-dihydrobenzofuran-2-yl)phenyl)-1H-tetrazole ClC1=CC(=CC=2CC(OC21)C=2C=C(C=CC2)C2=NN=NN2)C(F)(F)F